C(CCC)C1=NC=2C(=C3C(=NC2NC(C)(C)C)C=C(S3)C=3CCN(CC3)C)N1CC1CCN(CC1)C(=O)OC(C)(C)C tert-butyl 4-((2-butyl-4-(tert-butylamino)-7-(1-methyl-1,2,3,6-tetrahydropyridin-4-yl)-1H-imidazo[4,5-d]thieno[3,2-b]pyridin-1-yl)methyl)piperidine-1-carboxylate